C(#N)C1=NC(=C2C=C(N=CC2=C1)N[C@H]1CC(CNC1)(F)F)NC(C)C (S)-5-((7-cyano-5-(isopropylamino)-2,6-naphthyridin-3-yl)amino)-3,3-difluoropiperidine